C(C)(C)(C)OC(=O)N1C(C2(C1)CCC2)C2=CC=C(C=C2)C(=O)OC 1-(4-(methoxycarbonyl)phenyl)-2-azaspiro[3.3]Heptane-2-carboxylic acid tert-butyl ester